BrC=1C(=C(C(=CC1)NC1COC1)N)OC 4-Bromo-3-methoxy-N1-(oxetan-3-yl)benzene-1,2-diamine